5-((4-(3-chloropyridin-4-yl)piperazin-1-yl)methyl)-2-(2,4-dioxotetrahydropyrimidine-1(2H)-yl)isoindoline-1,3-dione ClC=1C=NC=CC1N1CCN(CC1)CC=1C=C2C(N(C(C2=CC1)=O)N1C(NC(CC1)=O)=O)=O